ClC1=C2N(C(C(=N1)N1CC(C1)C1=CC=CC=C1)=O)[C@@H](CC2)C(=O)OCC2=CC=CC=C2 benzyl (S)-1-chloro-4-oxo-3-(3-phenylazetidin-1-yl)-4,6,7,8-tetrahydropyrrolo[1,2-a]pyrazine-6-carboxylate